C1(=CC=CC=C1)C=1N=C2N(C=C(N=C2)N)C1 2-phenylimidazo[1,2-a]pyrazin-6-amine